CC(CC(C)(OOC(C)(C)C1=CC=CC=C1)C)OC(C(=C)C)=O.CC(=C)C=1C=C(C=CC1)C(C)(C)NC(O)=O N-[1-{3-(1-methylvinyl)-phenyl}-1-methylethyl]carbamic acid 1,3-dimethyl-3-(cumylperoxy)butyl-methacrylate